diisooctyl-hypophosphorous acid C(CCCCC(C)C)P(=O)(O)CCCCCC(C)C